ClC=1C=C(C=CC1)C(COC(C(C)(C)C)=O)(C)N=C=S [2-(3-chlorophenyl)-2-isothiocyanato-propyl]2,2-dimethylpropionate